methyl cis-8-[(3R,5S)-4-(tert-butoxycarbonyl)-3,5-dimethylpiperazin-1-yl]-2,3-dimethylquinoxaline-5-carboxylate C(C)(C)(C)OC(=O)N1[C@@H](CN(C[C@@H]1C)C1=CC=C(C=2N=C(C(=NC12)C)C)C(=O)OC)C